ClC=1C(=C(C=CC1Cl)C(=O)C1=NC=NC2=CC(=C(C=C12)OC1CCN(CC1)S(=O)(=O)C=C)OC)F (3,4-dichloro-2-fluorophenyl)(7-methoxy-6-((1-(vinylsulfonyl)piperidin-4-yl)oxy)quinazolin-4-yl)methanone